FC1=C(CN2CCN(C3=CC=CC=C23)C(=O)N2C[C@H](CC2)NC)C=CC=C1 (S)-(4-(2-fluorobenzyl)-3,4-dihydroquinoxalin-1(2H)-yl)(3-(methylamino)pyrrolidin-1-yl)methanone